2-deoxy-beta-glucopyranose O[C@H]1C[C@@H](O)[C@H](O)[C@H](O1)CO